C(=O)(OC(C)(C)C)N(O)C N-Boc-N-methyl-Hydroxylamine